CN1N=C(C(=N1)C1=CN=C(C(=N1)C(=O)OC)C)C Methyl 6-(2,5-dimethyl-2H-1,2,3-triazol-4-yl)-3-methylpyrazine-2-carboxylate